2-(3-chloro-4-methoxybenzamido)benzo[d]thiazole-6-carboxylic acid ClC=1C=C(C(=O)NC=2SC3=C(N2)C=CC(=C3)C(=O)O)C=CC1OC